BrC1=C(C(=C(C=C1)I)F)Cl 1-bromo-2-chloro-3-fluoro-4-iodo-benzene